2-((3-Acetyl-6-methylpyridin-2-yl)amino)-2-oxoethyl acetate C(C)(=O)OCC(=O)NC1=NC(=CC=C1C(C)=O)C